Methyl 2-[acetyl(cyclopropylmethyl)amino]-5-[5-[2-(3-pyridyl)ethylcarbamoyl]-2-pyridyl]benzoate C(C)(=O)N(C1=C(C(=O)OC)C=C(C=C1)C1=NC=C(C=C1)C(NCCC=1C=NC=CC1)=O)CC1CC1